((3R)-8-((2-chloro-5-fluorophenyl)methyl)-1,7-dimethyl-2-oxo-1,2,3,4-tetrahydroquinolin-3-yl)urea ClC1=C(C=C(C=C1)F)CC=1C(=CC=C2C[C@H](C(N(C12)C)=O)NC(=O)N)C